(R)-4-methyl-3-(methylsulfonyl)-N-((2-(3-(pyridin-3-yl)piperidin-1-yl)-1,6-naphthyridin-7-yl)methyl)benzamide CC1=C(C=C(C(=O)NCC2=NC=C3C=CC(=NC3=C2)N2C[C@H](CCC2)C=2C=NC=CC2)C=C1)S(=O)(=O)C